OB1OCC2=C1C(=C(C=C2)C(=O)N[C@@H](C(C)C)C(=O)OCCC(C)(C)O)C 3-hydroxy-3-methylbutyl (1-hydroxy-7-methyl-1,3-dihydrobenzo[c][1,2]oxaborole-6-carbonyl)-L-valinate